C(C)(C)(C)C=1C=C(C=CC1)O meta-tertiary butyl-phenol